[C@@H](C)(CC)OC1=NC=2N(C=C1C(=O)NC=1C(N(C=CC1)[C@H]1[C@H](C1)F)=O)C=C(N2)C21COC(C2)(C1)C 7-((R)-sec-butoxy)-N-(1-((1R,2s)-2-fluorocyclopropyl)-2-oxo-1,2-dihydropyridin-3-yl)-2-(1-methyl-2-oxabicyclo[2.1.1]hex-4-yl)imidazo[1,2-a]pyrimidine-6-carboxamide